ClC=1C=C(C=CC1F)NC(=O)NC=1C=C2C(N(C=NC2=CC1)CCOC)=O 1-(3-chloro-4-fluorophenyl)-3-(3-(2-methoxyethyl)-4-oxo-3,4-dihydroquinazolin-6-yl)urea